NC=1C=2N(C=CN1)C(=NC2C2=CC=C(C=C2)C(NC2=NC=CC=C2)=O)[C@H]2N(CCC2)C2CCN(CC2)C(=O)OC(C)(C)C tert-butyl 4-[(2S)-2-[8-amino-1-[4-(2-pyridylcarbamoyl)phenyl]imidazo[1,5-a]pyrazin-3-yl]pyrrolidin-1-yl]piperidine-1-carboxylate